N-(4-chloro-2-fluorophenyl)-5-(2-chloro-5-(isobutyrylaminomethyl)benzoylamino)-1-(2,2,2-trifluoroethyl)-1H-indole-2-carboxamide ClC1=CC(=C(C=C1)NC(=O)C=1N(C2=CC=C(C=C2C1)NC(C1=C(C=CC(=C1)CNC(C(C)C)=O)Cl)=O)CC(F)(F)F)F